6-bromo-N'-[4-[tert-butyl(dimethyl)silyl]oxy-2-chloro-phenyl]-4-[(5-hydroxy-2-adamantyl)amino]pyrrolo[1,2-b]pyridazine-3-carboxamidine BrC=1C=C2N(N=CC(=C2NC2C3CC4CC(CC2C4)(C3)O)C(=NC3=C(C=C(C=C3)O[Si](C)(C)C(C)(C)C)Cl)N)C1